8-[(1R)-1-[(6-Chloro-3-pyridyl)amino]ethyl]-3,6-dimethyl-2-(2-methylindazol-5-yl)chromen-4-one ClC1=CC=C(C=N1)N[C@H](C)C=1C=C(C=C2C(C(=C(OC12)C1=CC2=CN(N=C2C=C1)C)C)=O)C